1-isocyano-2-(prop-1-en-1-yl)benzene p-aminophenylacetoacetate NC1=CC=C(C=C1)CC(CC(=O)O)=O.[N+](#[C-])C1=C(C=CC=C1)C=CC